FC(C(=O)[O-])(F)F.FC(C(=O)[O-])(F)F.N1C(NC2C1CSC2)=[NH2+].N2C(NC1C2CSC1)=[NH2+] bis[tetrahydro-1H-thieno[3,4-d]imidazol-2(3H)-iminium] bis(2,2,2-trifluoroacetate)